tert-butyl 4-[5-[6-[2-cyano-3-[[ethyl(methyl)sulfamoyl]amino]-6-fluoro-phenoxy]-4-oxo-quinazolin-3-yl]pyrimidin-2-yl]piperazine-1-carboxylate C(#N)C1=C(OC=2C=C3C(N(C=NC3=CC2)C=2C=NC(=NC2)N2CCN(CC2)C(=O)OC(C)(C)C)=O)C(=CC=C1NS(N(C)CC)(=O)=O)F